C(C)OC(=O)C1=NN(C(=C1CCNCCC#N)Cl)CC1=C(C=CC=C1F)F 5-chloro-4-(2-((2-cyanoethyl)amino)ethyl)-1-(2,6-difluorobenzyl)-1H-pyrazole-3-carboxylic acid ethyl ester